methyl 2-((((1-(3-bromophenyl)-2,2-difluorocyclopropyl)methyl)carbamoyl)oxy)benzoate BrC=1C=C(C=CC1)C1(C(C1)(F)F)CNC(=O)OC1=C(C(=O)OC)C=CC=C1